[N+](=O)([O-])C1(CC=C(C=C1)C1=CC=CC=C1)S(=O)(=O)Cl 4-nitrobiphenyl-4-sulfonyl chloride